OC1=C(C(=O)C2=CC=CC=C2)C=C(C(=C1)O)C(C1=C(C=CC=C1)C)=O 2,4-dihydroxy-5-(o-methylbenzoyl)benzophenone